CN(/C=C/C1=NC(=NC(=C1C(=O)N[C@@H]1C[C@@H](N(CC1)C(=O)OC(C)(C)C)C)C)C=1C=C(C=2N(C1)C=C(N2)C)F)C tert-butyl (2S,4S)-4-[[4-[(E)-2-(dimethylamino)vinyl]-2-(8-fluoro-2-methyl-imidazo[1,2-a]pyridin-6-yl)-6-methyl-pyrimidine-5-carbonyl]amino]-2-methyl-piperidine-1-carboxylate